5-(dimethylamino)-1-pentylamine CN(CCCCCN)C